N1CCC=2C1=NC=CC2C=2CN(CC2)C(=O)OC(C)(C)C tert-butyl 3-(2,3-dihydro-1H-pyrrolo[2,3-b]pyridin-4-yl)-2,5-dihydro-1H-pyrrole-1-carboxylate